N1(C=NC=C1)CCCNC1=NC(=NC(=C1)C)C1=NC=CC=C1 N-[3-(1H-imidazol-1-yl)propyl]-6-methyl-2-(pyridin-2-yl)pyrimidin-4-amine